ClC=1C(=C(C=CC1)NC1C2=C(C=3N(CC1)N=NC3C)C=CC(=C2)C=2CCN(CC2)C2CCCCC2)F N-(3-chloro-2-fluorophenyl)-9-(1-cyclohexyl-1,2,3,6-tetrahydropyridin-4-yl)-1-methyl-6,7-dihydro-5H-benzo[c][1,2,3]triazolo[1,5-a]azepin-7-amine